sodium N-(vinyloxyethyl)dithiocarbamic acid C(=C)OCCNC(S)=S.[Na]